(2S,3R)-Methyl 3-((R or S)-3-(1-(2,5-bis(trifluoromethyl)benzyl)piperidin-4-yl)-3,4-dihydro-2H-benzo[b][1,4]oxazin-6-yl)-3-cyclopropyl-2-methylpropanoate FC(C1=C(CN2CCC(CC2)[C@H]2NC3=C(OC2)C=CC(=C3)[C@@H]([C@@H](C(=O)OC)C)C3CC3)C=C(C=C1)C(F)(F)F)(F)F |o1:11|